ClC=1C=C(C=CC1F)N1COC=C1 N-(3-chloro-4-fluoro-phenyl)-oxazole